5-((4-(((S)-2-hydroxy-1-phenylethyl)amino)-5-(3-(quinuclidin-4-yl)-1,2,4-oxadiazol-5-yl)pyridin-2-yl)amino)-3-methylbenzo[c][1,2]oxaborol-1(3H)-ol OC[C@H](C1=CC=CC=C1)NC1=CC(=NC=C1C1=NC(=NO1)C12CCN(CC1)CC2)NC2=CC1=C(B(OC1C)O)C=C2